tert-butyl N-[(3R)-1-{5-chloro-7-[6-(methoxymethoxy)-2-methylindazol-5-yl]-1,8-naphthyridin-3-yl}pyrrolidin-3-yl]-N-ethylcarbamate ClC1=C2C=C(C=NC2=NC(=C1)C1=CC2=CN(N=C2C=C1OCOC)C)N1C[C@@H](CC1)N(C(OC(C)(C)C)=O)CC